1,4-bis-(sec-butylamino)-benzene C(C)(CC)NC1=CC=C(C=C1)NC(C)CC